2-(4,6-bis(2,4-dimethylphenyl)-1,3,5-triazine-2-yl)-5-octyloxyphenol CC1=C(C=CC(=C1)C)C1=NC(=NC(=N1)C1=C(C=C(C=C1)C)C)C1=C(C=C(C=C1)OCCCCCCCC)O